C(#N)CN(C(=O)C1=NC(=NC=C1F)N1CCN(CC1)C(=O)N1N=CC[C@H]1C1=CC(=CC(=C1)F)F)C (S)-N-(cyanomethyl)-2-(4-(5-(3,5-difluorophenyl)-4,5-dihydro-1H-pyrazole-1-carbonyl)piperazin-1-yl)-5-fluoro-N-methylpyrimidine-4-carboxamide